ClC=1C(=CC(=NC1)OC)[C@H](C(=O)N1CC2(CC1)NC1=NC(=C(C=C1CC2)C=2N=NN(N2)C)C)C (2R)-2-(5-Chloro-2-methoxypyridin-4-yl)-1-[7-methyl-6-(2-methyl-2H-tetrazol-5-yl)-3,4-dihydro-1H-spiro[1,8-naphthyridin-2,3'-pyrrolidin]-1'-yl]propan-1-on